N-((1r,3r)-3-((5-([1,2,4]triazolo[1,5-a]pyridin-6-yl)-4-(methoxy-d3)pyrrolo[2,1-f][1,2,4]triazin-2-yl)amino)-1-methylcyclobutyl)acetamide-2,2,2-d3 N=1C=NN2C1C=CC(=C2)C=2C=CN1N=C(N=C(C12)OC([2H])([2H])[2H])NC1CC(C1)(C)NC(C([2H])([2H])[2H])=O